4-(4-((1R,5S)-3,8-diazabicyclo[3.2.1]octan-3-yl)-6-fluoro-2-(((2R,7aS)-2-fluorotetrahydro-1H-pyrrolizin-7a(5H)-yl)methoxy)quinazolin-7-yl)-5-ethylnaphthalen-2-ol [C@H]12CN(C[C@H](CC1)N2)C2=NC(=NC1=CC(=C(C=C21)F)C2=CC(=CC1=CC=CC(=C21)CC)O)OC[C@]21CCCN1C[C@@H](C2)F